COC(=O)[C@H]1N(C[C@H](CC1)O)C(=O)OC(C)(C)C (2S,5S)-5-hydroxypiperidine-1,2-dicarboxylic acid 1-tert-butyl 2-methyl ester